FC(C=1C=C(C=CC1F)C=1C=C(C=NC1)CN1C(O[C@H](C1)CN1CCOCC1)=O)F |o1:19| (S*)-3-[[5-[3-(Difluoromethyl)-4-fluoro-phenyl]-3-pyridyl]methyl]-5-(morpholinomethyl)oxazolidin-2-one